CS(=O)(=O)CCN1N=C(C=C1C1=NC(=NO1)C1(CC1)C1=C(C=CC=C1)C)C(F)(F)F 5-(1-(2-(methylsulfonyl)ethyl)-3-(trifluoromethyl)-1H-pyrazol-5-yl)-3-(1-(o-tolyl)cyclopropyl)-1,2,4-oxadiazole